BrCC(F)C=1C=C2C=NN(C(C2=CC1)=O)CC1=CC=C(C=C1)OC 6-(2-bromo-1-fluoroethyl)-2-(4-methoxybenzyl)phthalazin-1(2H)-one